C(C)(C)(C)OC(=O)N1CC2=CC(=CC(=C2C1)C=1C(=NC=C(C1)OC)C#N)C(NC)=O 4-(2-cyano-5-methoxypyridin-3-yl)-6-(methylcarbamoyl)-isoindoline-2-carboxylic acid tert-butyl ester